CCOC(=O)C1C(O1)(C)C2=CC=C(C=C2)C ETHYL METHYL-P-TOLYLGLYCIDATE